1,2,3-triazolyltrimethylsilane N1N=NC(=C1)[Si](C)(C)C